2-(trifluoromethyl)isonicotinyl chloride FC(C=1C=C(CCl)C=CN1)(F)F